2-((1s,4s)-4-((2-chloro-5-(5-((1-methylpiperidin-4-yl)oxy)pyrazin-2-yl)pyridin-4-yl)amino)cyclohexyl)propan-2-ol ClC1=NC=C(C(=C1)NC1CCC(CC1)C(C)(C)O)C1=NC=C(N=C1)OC1CCN(CC1)C